FC=1C=C2C(=CC=NC2=CC1)[C@H]1CC[C@H](CC1)C[C@@H](C)N1CSC(=C1)OC N-((R)-1-((cis)-4-(6-fluoroquinolin-4-yl)cyclohexyl)propan-2-yl)-5-methoxythiazol